1-(3-bromo-5-fluorophenyl)-2-nitroethan-1-ol BrC=1C=C(C=C(C1)F)C(C[N+](=O)[O-])O